methyl 3-[(2-fluoro-3,5-dimethoxy-phenyl)methoxy]-5-(4-pyrrolidin-1-ylbutylcarbamoylamino)isothiazole-4-carboxylate FC1=C(C=C(C=C1OC)OC)COC1=NSC(=C1C(=O)OC)NC(NCCCCN1CCCC1)=O